COC(C(CC)C1=NC(=NC=C1)NS(=O)(=O)C1CC1)=O.C1(=CC=CC=C1)[C@@H](CCC1=CC=CC=C1)NC(C)=O (R)-N-(1,3-diphenylpropyl)acetamide methyl-2-(2-(cyclopropanesulfonamido)pyrimidin-4-yl)butanoate